CC(CN[C@@H](C)C(=O)[O-])(C#CC1=CC2=C(OC[C@@H](C(N2C)=O)NC(C2=NC=CC(=C2)OC2=CC=CC=C2)=O)C=C1)C 2,2-Dimethyl-4-((S)-5-methyl-4-oxo-3-(4-phenoxypicolinamido)-2,3,4,5-tetrahydrobenzo[b][1,4]oxazepin-7-yl)but-3-yn-1-yl-L-alaninat